C(C)(C)C1=C(OC=2C(=NC(=NC2)N)N)C=C(C=C1)C 5-(2-Isopropyl-5-methyl-phenoxy)-pyrimidine-2,4-diamine